5-(benzyloxy)-2-(4-methoxy-2-methylphenyl)-1H-indole C(C1=CC=CC=C1)OC=1C=C2C=C(NC2=CC1)C1=C(C=C(C=C1)OC)C